(E)-4-((4-((E)-3-(2-methoxyphenyl)acrylamido)butyl)amino)-3-methyl-4-oxobut-2-en-1-yl acetate C(C)(=O)OC\C=C(\C(=O)NCCCCNC(\C=C\C1=C(C=CC=C1)OC)=O)/C